ClC=1C=C(C=CC1)N1N=C(C=C1/C=C/C(=O)NC1=CC=CC=2NC(NC21)=O)C(F)(F)F (E)-3-(1-(3-Chlorophenyl)-3-(trifluoromethyl)-1H-pyrazol-5-yl)-N-(2-oxo-2,3-dihydro-1H-benzo[d]imidazol-4-yl)acrylamid